N-(2-Hydroxypropyl)methacrylamide propyllaurate C(CC)OC(CCCCCCCCCCC)=O.OC(CNC(C(=C)C)=O)C